ClC1=C(C(=CC=C1)Cl)N1N2C(C3=C(C1=O)C=NC(=N3)SC)=NC(=C2)C 6-(2,6-dichlorophenyl)-9-methyl-2-(methylthio)imidazo[1,2-b]pyrimido[4,5-d]pyridazin-5(6H)-one